CC=1N=C2N(C=C(C=C2C#N)C=2N=CC3=C(N2)SC(=N3)N(C3CCNCC3)C)C1 2-methyl-6-{2-[methyl(piperidin-4-yl)amino][1,3]thiazolo[5,4-d]pyrimidin-5-yl}imidazo[1,2-a]pyridine-8-carbonitrile